tert-butyl (1R,5S,6s)-6-((5-fluoro-6-(4-fluorophenyl)-4-(2-hydroxypropan-2-yl)pyridin-2-yl)oxy)-3-azabicyclo[3.1.0]hexane-3-carboxylate FC=1C(=CC(=NC1C1=CC=C(C=C1)F)OC1[C@@H]2CN(C[C@H]12)C(=O)OC(C)(C)C)C(C)(C)O